1-Hydroxyethyl-Piperazine tert-butyl-N-(3-methoxy-2-methyl-4-pyridyl)carbamate C(C)(C)(C)OC(NC1=C(C(=NC=C1)C)OC)=O.OC(C)N1CCNCC1